1-tridecyl-3-ethylimidazole chloride [Cl-].C(CCCCCCCCCCCC)N1CN(C=C1)CC